P(=O)(O)(O)O.C(C)O[SiH3].C(C)O[SiH3].C(C)O[SiH3] tri(ethoxysilane) phosphate